trans-4-((4-(2-Cyclopropyloxazol-4-yl)pyridine-2-yl)((trans-4-(5-methoxy-6-methylpyridin-2-yl)cyclohexyl)methyl)carbamoyl)cyclohexyl 3-methoxyazetidine-1-carboxylate COC1CN(C1)C(=O)O[C@@H]1CC[C@H](CC1)C(N(C[C@@H]1CC[C@H](CC1)C1=NC(=C(C=C1)OC)C)C1=NC=CC(=C1)C=1N=C(OC1)C1CC1)=O